Cl.CNC1=NN(C=C1)C N,1-dimethyl-1H-pyrazol-3-amine hydrochloride